2,3-diethyl-maleic anhydride C(C)/C=1/C(=O)OC(\C1\CC)=O